C(C)(C)(C)OC(=O)N1CC(C1)N1CCC(CC1)C#CC1=C(C2=C(N=CN=C2N)N1C(C)C)C1=CC=C(C=C1)OC1=CC=CC=C1 tert-butyl-3-(4-((4-amino-7-isopropyl-5-(4-phenoxyphenyl)-7H-pyrrolo[2,3-d]pyrimidin-6-yl)ethynyl)piperidin-1-yl)azetidine-1-carboxylate